N-[3-[3-ethyl-1-(2-trimethylsilylethoxymethyl)pyrazolo[3,4-c]pyridin-5-yl]phenyl]prop-2-enamide C(C)C1=NN(C2=CN=C(C=C21)C=2C=C(C=CC2)NC(C=C)=O)COCC[Si](C)(C)C